7-[[5-(4-methylpiperazin-1-yl)-2-pyridyl]amino]-4-(1H-pyrrolo[3,2-b]pyridin-7-yl)isoindolin-1-one CN1CCN(CC1)C=1C=CC(=NC1)NC=1C=CC(=C2CNC(C12)=O)C1=C2C(=NC=C1)C=CN2